BrC=1C=CC(=NC1)N(C(OC(C)(C)C)=O)C 1,1-Dimethylethyl N-(5-bromo-2-pyridinyl)-N-methylcarbamate